4-acetoxy-N-methyl-N-ethyl-tryptamine C(C)(=O)OC=1C=CC=C2NC=C(CCN(CC)C)C12